methyl 7-(4-(bromomethyl) piperidin-1-yl)-7-oxoheptanoate BrCC1CCN(CC1)C(CCCCCC(=O)OC)=O